[N+](=O)([O-])C=1C=C(C=CC1)OC(N(C)C)=O N,N-dimethyl-carbamic acid m-nitrophenyl ester